5-(Pyridin-2-yl)pyrimidin-2-amine N1=C(C=CC=C1)C=1C=NC(=NC1)N